C(C)(C)OC1=CC=2N(C=C1C(=O)OC)C=C(N2)C21COC(C2)(C1)COC methyl 7-isopropoxy-2-[1-(methoxymethyl)-2-oxabicyclo[2.1.1]hexan-4-yl]imidazo[1,2-a]pyridine-6-carboxylate